methyl 3-bromo-5-formyl-4-hydroxybenzoate BrC=1C=C(C(=O)OC)C=C(C1O)C=O